COC(=O)C(C(=CC=CCCCCCCCCCCCCC)C(=O)O)(C(=O)OC)C(=O)O.C(C)NCC Diethylamine dimethyloctadecadienetetracarboxylate